N-(3-(6-Bromooxazolo[4,5-b]pyridin-2-yl)phenyl)-2-(ethylthio)acetamide BrC=1C=C2C(=NC1)N=C(O2)C=2C=C(C=CC2)NC(CSCC)=O